methyl (E)-3-(N-hydroxycarbamimidoyl)-2-methylbenzoate ON/C(=N/[H])/C=1C(=C(C(=O)OC)C=CC1)C